Hydroxy-Trans-Cyclooctene OC1=CCCCCCC1